3,5,5-trimethylhexanoyl peroxide CC(CC(=O)OOC(CC(CC(C)(C)C)C)=O)CC(C)(C)C